C(C)(C)(C)OC(=O)N[C@H](C(=O)OC)C(C)(C)OCC1CC1 methyl (S)-2-((tert-butoxycarbonyl) amino)-3-(cyclopropylmethoxy)-3-methylbutanoate